FC=1C=C(C=CC1F)N1CCN(CC1)C1CC2=C(N(N=C2CC1)C1=NC=CC=C1)O 5-(4-(3,4-Difluorophenyl)piperazin-1-yl)-2-(pyridin-2-yl)-4,5,6,7-tetrahydro-2H-indazol-3-ol